(3-((2-fluorobenzyl)oxy)phenyl)boronic acid FC1=C(COC=2C=C(C=CC2)B(O)O)C=CC=C1